(17Z,20Z)-N,N-dimethylhexacosan-17,20-dien-9-amine CN(C(CCCCCCCC)CCCCCCC\C=C/C\C=C/CCCCC)C